N-[2-amino-5-(4-fluorophenyl)phenyl]-5-(methylsulfonimidoyl)thieno[2,3-b]pyridine-2-carboxamide NC1=C(C=C(C=C1)C1=CC=C(C=C1)F)NC(=O)C1=CC=2C(=NC=C(C2)S(=O)(=N)C)S1